C(CCC)OC[C@H]1N(CC(CC1)C1=CC=C(C=C1)C(F)(F)F)C1=CC=C(C(=O)O)C=C1 4-((2S)-2-(butoxymethyl)-5-(4-(trifluoromethyl)phenyl)piperidin-1-yl)benzoic acid